N-(4-(difluoromethoxy)-6-(pyridin-2-yloxy)benzo[d]isoxazol-3-yl)-2,6-dimethoxybenzenesulfonamide FC(OC1=CC(=CC2=C1C(=NO2)NS(=O)(=O)C2=C(C=CC=C2OC)OC)OC2=NC=CC=C2)F